N1-(5-(3-(4-Aminophenyl)-1-methyl-1H-indazole-5-carboxamido)-2-methoxyphenyl)-N4-methylterephthalamide NC1=CC=C(C=C1)C1=NN(C2=CC=C(C=C12)C(=O)NC=1C=CC(=C(C1)NC(C1=CC=C(C(=O)NC)C=C1)=O)OC)C